2-fluoro-1,2-dichloro-trifluoromethoxyethylene FC(=C(Cl)OC(F)(F)F)Cl